(3R,4R,5S,6R)-6-(acetoxymethyl)-3-(cycloheptanecarboxamido)tetrahydro-2H-pyran-2,4,5-triyl triacetate C(C)(=O)OC1O[C@@H]([C@H]([C@@H]([C@H]1NC(=O)C1CCCCCC1)OC(C)=O)OC(C)=O)COC(C)=O